N1(CCC1)S(=O)(=O)C=1C(=NC=CC1)NC1=NC(=NS1)C1=NC=C(C=C1)OC(C)C N-(3-(azetidin-1-ylsulfonyl)pyridin-2-yl)-3-(5-isopropoxypyridin-2-yl)-1,2,4-thiadiazol-5-amine